O1CCN(CC1)CCCCCCCCNC=1C=2C3=C(C(N(C3=CC1)C1C(NC(CC1)=O)=O)=O)C=CC2 3-(6-((8-morpholinooctyl)amino)-2-oxobenzo[cd]indol-1(2H)-yl)piperidine-2,6-dione